4-(methylthio)-2-(palmitoyloxy)butanoic acid CSCCC(C(=O)O)OC(CCCCCCCCCCCCCCC)=O